CNC(=O)C1=CN(C2=CC=CC=C12)C1=NC(=NC=C1)NC1=CC=C(C=C1)C1CCN(CC1)C 1-{2-[4-(1-methyl-piperidin-4-yl)-phenylamino]-pyrimidin-4-yl}-1H-indole-3-carboxylic acid methylamide